(2-(2-(4-Fluorobenzyl)-2,6-dihydropyrrolo[3,4-c]pyrazol-5(4H)-yl)pyrimidin-4-yl)(morpholino)methanone FC1=CC=C(CN2N=C3C(=C2)CN(C3)C3=NC=CC(=N3)C(=O)N3CCOCC3)C=C1